NC=1N=C(C2=C(N1)C=CC=N2)N[C@@](CNC(=O)C2=NNC=N2)(CCCC)C (R)-N-(2-((2-aminopyrido[3,2-d]pyrimidin-4-yl)amino)-2-methylhexyl)-1H-1,2,4-triazole-3-carboxamide